FC=1C=CC(=C(C1)[C@@H]1N(CCC1)C1=NC=2N(C=C1)N=CC2C(=O)NCCN2CCOCC2)OC (R)-5-(2-(5-fluoro-2-methoxyphenyl)pyrrolidin-1-yl)-N-(2-morpholinoethyl)-pyrazolo[1,5-a]pyrimidine-3-carboxamide